C(C1=CC=CC=C1)OC(=O)NCCCCCC(=O)N[C@@H](CCC(=O)O)C(=O)O (6-{[(benzyloxy)carbonyl]amino}hexanoyl)-L-glutamic acid